NC1=C(C(=C([N+](=O)[O-])C(=C1[N+](=O)[O-])O)N)[N+](=O)[O-] diaminopicric acid